tert-Butyl N-[2-[6-(5-methyl-1,3,4-oxadiazol-2-yl)-1-oxo-isoindolin-2-yl]ethyl]carbamate CC1=NN=C(O1)C1=CC=C2CN(C(C2=C1)=O)CCNC(OC(C)(C)C)=O